S(=O)(=O)([O-])[O-].[PH4+].[PH4+] phosphonium sulphate